ClC1=CC(=C(CNC(=O)[C@@H]2C=3C=CC=NC3[C@@H](CC2)O)C=C1)F (5S,8R)-N-(4-chloro-2-fluorobenzyl)-8-hydroxy-5,6,7,8-tetrahydroquinoline-5-carboxamide